C1(CC1)C=1C(=C2C=NNC2=CC1)CNC(C1=CC=C(C=C1)C(F)(F)F)=O N-((5-cyclopropyl-1H-indazol-4-yl)methyl)-4-(trifluoromethyl)-benzamide